ClC1=CC(=CC=2N=COC21)[N+](=O)[O-] 7-chloro-5-nitro-1,3-benzoxazole